N[C@H](C(=O)O)[C@@H](C1=CC=C(C=C1)[N+](=O)[O-])O (2S,3R)-2-amino-3-hydroxy-3-(4-nitrophenyl)propanoic acid